C(C)(C)(C)OC(=O)N(C)CC(=O)O [(tert-butoxycarbonyl)(methyl)amino]acetic acid